N1C=CC2=C(C=CC=C12)SC1=CN=C2C(=N1)NC(=N2)N2CCC1(CC2)[C@@H](C2=CC=CC=C2C1)N (S)-1'-(6-((1H-indol-4-yl)thio)-1H-imidazo[4,5-b]pyrazin-2-yl)-1,3-dihydrospiro[indene-2,4'-piperidin]-1-amine